COC(=O)OC=1C=C(C=CC1)CC(=O)O 2-(3-(Methoxycarbonyloxy)phenyl)acetic acid